2-amino-7-fluoro-4-(2-(((2R,7aS)-2-fluorotetrahydro-1H-pyrrolizin-7a(5H)-yl)methoxy)-4-hydroxy-5,8-dihydropyrido[3,4-d]pyrimidin-7(6H)-yl)benzo[b]thiophene-3-carbonitrile NC1=C(C2=C(S1)C(=CC=C2N2CC=1N=C(N=C(C1CC2)O)OC[C@]21CCCN1C[C@@H](C2)F)F)C#N